2-oxo-2-{[(1S,2S)-2,6,6-trimethylcycloheptyl]oxy}ethyl propanoate C(CC)(=O)OCC(O[C@@H]1[C@H](CCCC(C1)(C)C)C)=O